5-(chroman-5-ylamino)-N-cyclopropyl-7-(methylamino)pyrazolo[1,5-a]pyrimidine-3-carboxamide O1CCCC2=C(C=CC=C12)NC1=NC=2N(C(=C1)NC)N=CC2C(=O)NC2CC2